2-[[5-chloro-2-(2-methoxy-4-morpholin-4-ylanilino)pyrimidin-4-yl]amino]-N-methylbenzamide ClC=1C(=NC(=NC1)NC1=C(C=C(C=C1)N1CCOCC1)OC)NC1=C(C(=O)NC)C=CC=C1